N-(3,3-dimethylbutan-2-yl)-1-methyl-1H-pyrazole-5-carboxamide CC(C(C)NC(=O)C1=CC=NN1C)(C)C